ethyl 6-(2-((2-(3-fluoro-4-(trifluoromethyl) phenyl)-5-methyl-1H-imidazol-1-yl) methyl) phenoxy)-2,2-dimethylhexanoate FC=1C=C(C=CC1C(F)(F)F)C=1N(C(=CN1)C)CC1=C(OCCCCC(C(=O)OCC)(C)C)C=CC=C1